tert-butyl (R)-6-(((benzyloxy) carbonyl) amino)-2-azaspiro[3.4]octane-2-carboxylate C(C1=CC=CC=C1)OC(=O)N[C@H]1CC2(CN(C2)C(=O)OC(C)(C)C)CC1